methyl (S)-2-((4-(7-((4-chloro-2-fluorobenzyl)oxy)-1H-pyrazolo[3,4-c]pyridin-5-yl)-3,6-dihydropyridin-1(2H)-yl)methyl)-1-(oxetan-2-ylmethyl)-1H-benzo-[d]imidazole-6-carboxylate ClC1=CC(=C(COC=2N=C(C=C3C2NN=C3)C=3CCN(CC3)CC3=NC2=C(N3C[C@H]3OCC3)C=C(C=C2)C(=O)OC)C=C1)F